COC(C1=C(C=C(C=C1)CCC(=O)N)F)=O 4-(3-amino-3-oxopropyl)-2-fluorobenzoic acid methyl ester